NC1CCN(CC1)C(=O)N 4-aminopiperidinamid